6-((3-((tert-butoxycarbonyl)amino)bicyclo[1.1.1]pentan-1-yl)amino)picolinic acid C(C)(C)(C)OC(=O)NC12CC(C1)(C2)NC2=CC=CC(=N2)C(=O)O